Cl.NC1=NC=CC(=C1)C=1C=C(C=CC1)C=1N=C(SC1)NC(=O)[C@H]1N(CC1)C(=O)C1=CN(C=C1)S(=O)(=O)C (S)-N-(4-(3-(2-aminopyridin-4-yl)phenyl)thiazol-2-yl)-1-(1-(methylsulfonyl)-1H-pyrrole-3-carbonyl)azetidine-2-carboxamide hydrochloride